(S)-N-(2-(1-(5-(6-ethoxypyrazin-2-yl)thiazole-2-carbonyl)piperazin-2-yl)pyridin-4-yl)cyclopropanesulfonamide C(C)OC1=CN=CC(=N1)C1=CN=C(S1)C(=O)N1[C@@H](CNCC1)C1=NC=CC(=C1)NS(=O)(=O)C1CC1